(Tetrahydro-2H-pyran-2-yl)methyl-(7-fluoro-6-(8-methyl-2,3-dihydro-1H-pyrido[2,3-b][1,4]oxazin-7-yl)isochinolin-3-yl)carbamat O1C(CCCC1)COC(NC=1N=CC2=CC(=C(C=C2C1)C1=C(C2=C(OCCN2)N=C1)C)F)=O